ClC1=CC2=C(C(=C(N(S2(=O)=O)C)C(=O)OC)O)S1 methyl 6-chloro-4-hydroxy-2-methyl-2H-thieno[2,3-e]-1,2-thiazinecarboxylate-1,1-dioxide